NC1=C(N=CC(=N1)N1CCC2([C@@H]([C@@H](OC2)C)NCC=2C=C3CN(C(C3=C(C2)F)=O)C2CNCCC2)CC1)SC1=C(C(=NC=C1)N)Cl 3-(5-((((3S,4S)-8-(6-amino-5-((2-amino-3-chloropyridin-4-yl)thio)pyrazin-2-yl)-3-Methyl-2-oxa-8-azaspiro[4.5]decane-4-yl)amino)methyl)-7-fluoro-1-oxoisoindoline-2-yl)piperidine